2-Chloro-N-methyl-4-((5-methyl-4-oxo-4,5-dihydrofuro[3,2-c]pyridin-3-yl)amino)pyrimidine-5-carboxamide ClC1=NC=C(C(=N1)NC1=COC2=C1C(N(C=C2)C)=O)C(=O)NC